[Cl-].C(CCCCCCC)[N+]1(CCCC1)CC 1-Octyl-1-ethylpyrrolidinium chlorid